C(C(C)C)OC(NC[C@H]1OC2=C(C1)C1=C(N=C(S1)C1=C3N=CC(=NC3=CC(=C1)C)OC)C=C2F)=O (S)-((5-fluoro-2-(2-methoxy-7-methylquinoxalin-5-yl)-7,8-dihydrobenzofuro[5,4-d]thiazol-7-yl)methyl)carbamic acid isobutyl ester